diisopropoxytitanium bis(butyl acetoacetate) C(CCC)CC(CC(=O)[O-])=O.C(CCC)CC(CC(=O)[O-])=O.C(C)(C)O[Ti+2]OC(C)C